N[C@H](C(=O)N1C(CCC1)C1=C(N(C=C1)S(N)(=O)=O)C(=O)O)C.[Zn+2].[NH4+] ammonium zinc 3-[1-[(2S)-2-Aminopropanoyl]pyrrolidin-2-yl]-1-sulfamoyl-pyrrole-2-carboxylic acid